(2R,3R,4R,5R)-5-(6-benzoylamino-9H-purin-9-yl)-2-((bis(4-methoxyphenyl) (phenyl) methoxy) methyl)-4-fluorotetrahydrofuran-3-yl (2-cyanoethyl) diisopropylphosphoramidite C(C)(C)N(P(O[C@@H]1[C@H](O[C@H]([C@@H]1F)N1C2=NC=NC(=C2N=C1)NC(C1=CC=CC=C1)=O)COC(C1=CC=CC=C1)(C1=CC=C(C=C1)OC)C1=CC=C(C=C1)OC)OCCC#N)C(C)C